C1(CCCC1)C(C)(C)OC(=O)COC(=O)C1C2C=CC(C1)C2 5-(2-cyclopentyl-2-propoxycarbonylmethyloxycarbonyl)-bicyclo[2.2.1]hept-2-ene